8-(4-fluoropiperidine-1-carbonyl)-2,3-dihydro-1,4-benzoxazepin-5-one FC1CCN(CC1)C(=O)C1=CC2=C(C(NCCO2)=O)C=C1